Bicyclo[3.1.0]hexane-3-carbaldehyde C12CC(CC2C1)C=O